COC(C(C)(C)S)=O.CN(C/C=C/C(=O)N(C)[C@H](C(=O)NCCC=1C=C(C=CC1)NC=1C(=NC(=C(N1)N(C)C(C)C)CC)C(=O)N)C)C (S,E)-3-((3-(2-(2-(4-(dimethylamino)-N-methylbut-2-enamido)propanamido)ethyl)phenyl)amino)-6-ethyl-5-(isopropyl(methyl)amino)pyrazine-2-carboxamide methyl-2-mercapto-2-methylpropionate